(1R,2S,5S)-N-[(1S)-2-amino-2-oxo-1-[[(3S)-2-oxopyrrolidin-3-yl]methyl]ethyl]-3-[2-(diisopropylamino)acetyl]-6,6-dimethyl-3-azabicyclo[3.1.0]hexane-2-carboxamide NC([C@H](C[C@H]1C(NCC1)=O)NC(=O)[C@@H]1[C@H]2C([C@H]2CN1C(CN(C(C)C)C(C)C)=O)(C)C)=O